NC1=C2C=CN(C2=NC=N1)[C@H]1[C@H](O)[C@H](O)[C@H](O1)C(O)C1=CC=CC=C1 6-amino-9-[(R)-5'-phenyl(ribofuranosyl)]-7-deazapurine